C(C)N1CCN(CC1)C1=C(C=C(C=C1)NC=1C=2N(C=C(N1)C1=CC=C3C=NNC3=C1)N=CN2)OC N-(4-(4-ethylpiperazin-1-yl)-3-methoxyphenyl)-6-(1H-indazol-6-yl)-[1,2,4]Triazolo[1,5-a]Pyrazin-8-amine